indenoperylene C1=C2C=CC=C3C4=C5C(CC=6C=CC=C(C(C=C1)=C23)C64)=C6C=CC=CC6=C5